C1C=CC[N+]12CCCCC2 5-azonia-spiro[4.5]dec-2-ene